bis(trimethoxysilylpropyl)urea CO[Si](CCCNC(=O)NCCC[Si](OC)(OC)OC)(OC)OC